BrC=1C(=NC(=NC1)NC1=C(C=CC(=C1)C=1C=NN(C1)C)OC)NC=1C(=C2N=CC=NC2=CC1)P(C)C (6-((5-bromo-2-((2-methoxy-5-(1-methyl-1H-pyrazol-4-yl)phenyl)amino)pyrimidin-4-yl)amino)quinoxalin-5-yl)dimethylphosphine